N[C@@H](C(=O)O)C1=CC=CC=C1 (R)-2-amino-2-phenylacetic acid